n-hexanoyloxy bis(2-tolyl) phosphate P(=O)(OOC(CCCCC)=O)(OC1=C(C=CC=C1)C)OC1=C(C=CC=C1)C